5-(benzyloxy)-1-(4-fluoro-3-methylphenyl)-2-isopropyl-1H-indole C(C1=CC=CC=C1)OC=1C=C2C=C(N(C2=CC1)C1=CC(=C(C=C1)F)C)C(C)C